The molecule is a dipeptide formed from L-methionine and glycine residues. It has a role as a metabolite. It derives from a L-methionine and a glycine. CSCC[C@@H](C(=O)NCC(=O)O)N